BrC=1C=C2C3(C(N(C(C2=CC1)=O)CC(=O)NC1=NC=C(C=N1)F)=O)CC3 2-(6'-bromo-1',3'-dioxospiro[cyclopropane-1,4'-isoquinoline]-2'-yl)-N-(5-fluoropyrimidin-2-yl)acetamide